(2S,4S)-4-fluoro-1-[2-[4-[(6-fluoro-2-methyl-4-quinolinyl)oxy]-1-piperidinyl]acetyl]pyrrolidine-2-carbonitrile F[C@H]1C[C@H](N(C1)C(CN1CCC(CC1)OC1=CC(=NC2=CC=C(C=C12)F)C)=O)C#N